[Br-].[Br-].CN(CCCCCC[N+](CCCCC[N+](C)(C)C)(C)C)C N1-[6-(dimethylamino)hexyl]-N1,N1,N5,N5,N5-pentamethyl-1,5-pentanediaminium dibromide